OC1=C(C=C(C(=C1)S(=O)(=O)O)O)C1=NC2=C(N1)C=CC(=C2)C(=O)O 2-(2,5-Dihydroxy-4-sulfophenyl)-1H-benzo[d]imidazole-5-carboxylic acid